BrC=1C=C(C=2N(C1)N=CC2N)OC 6-bromo-4-methoxypyrazolo[1,5-a]pyridine-3-amine